((2R,3S)-1-benzhydryl-2-methylazetidin-3-yl)methanol 1-methyl-3,8-diazabicyclo[3.2.1]octane-8-carboxylate CC12CNCC(CC1)N2C(=O)OC[C@@H]2[C@H](N(C2)C(C2=CC=CC=C2)C2=CC=CC=C2)C